[5-Cyclopropyl-2-[6-(trifluoromethyl)pyrazolo[4,3-c]pyridin-2-yl]-3-pyridyl]ethyliminooxo-λ6-sulfan C1(CC1)C=1C=C(C(=NC1)N1N=C2C(C=NC(=C2)C(F)(F)F)=C1)CCN=[SH2]=O